(2S,3R,4R,5S)-1-(4-butoxyphenylethyl)-2-(hydroxymethyl)piperidine-3,4,5-triol C(CCC)OC1=CC=C(C=C1)CCN1[C@H]([C@H]([C@@H]([C@H](C1)O)O)O)CO